N-((5-phenylfuran-2-yl)methyl)acetamide C1(=CC=CC=C1)C1=CC=C(O1)CNC(C)=O